butyl 5-((2-(((tert-butoxycarbonyl)amino)methyl) thiazol-5-yl)sulfinyl)-[1,1'-biphenyl]-3-carboxylate C(C)(C)(C)OC(=O)NCC=1SC(=CN1)S(=O)C=1C=C(C=C(C1)C1=CC=CC=C1)C(=O)OCCCC